FC(COP1(=NP(=NP(=N1)(F)F)(F)F)F)(F)F (Trifluoroethoxy)pentafluoro-cyclotriphosphazene